5-bromo-1-(difluoromethyl)-6-methoxy-1H-indazole BrC=1C=C2C=NN(C2=CC1OC)C(F)F